ClC1=C2C(CC(C2=C(C(=C1Cl)Cl)Cl)=O)=O 4,5,6,7-tetrachloroindan-1,3-dione